(S)-N-((R)-(4-chlorophenyl)(6-methoxypyridin-3-yl)methyl)-2-oxooxazolidine-5-carboxamide ClC1=CC=C(C=C1)[C@@H](NC(=O)[C@@H]1CNC(O1)=O)C=1C=NC(=CC1)OC